(2R,5S)-2-(3-methoxyphenyl)-5-methylpiperidine COC=1C=C(C=CC1)[C@@H]1NC[C@H](CC1)C